7-((4-(diethylamino)phenyl)(pyridin-3-ylamino)methyl)-2-methylquinolin-8-ol C(C)N(C1=CC=C(C=C1)C(C1=CC=C2C=CC(=NC2=C1O)C)NC=1C=NC=CC1)CC